C(#N)C1=CC=C(C=C1)C/C(/C1=CC(=CC=C1)C(F)(F)F)=N\NC(=O)NC1=CC=C(C=C1)OC(F)F 1-[(E)-[2-(4-cyanophenyl)-1-[3-(trifluoromethyl)phenyl]ethylidene]amino]-3-[4-(difluoromethoxy)phenyl]urea